C(C1=CC=CC=C1)OC(=O)N[C@H](C(=O)OC(C)(C)C)[C@H](CCCB1OC(C(O1)(C)C)(C)C)CNC([C@H](CC)NC(=O)OC(C)(C)C)=O (2S,3R)-tert-butyl 2-(benzyloxycarbonylamino)-3-(((S)-2-(tert-butoxycarbonylamino)butanamido)methyl)-6-(4,4,5,5-tetramethyl-1,3,2-dioxaborolan-2-yl)hexanoate